N1=C(C=CC=C1)O.[Na] sodium pyridinol